1-(4-(2-(3-(4-(tert-Butyl)piperazin-1-yl)phenyl)-3-hydroxy-6-methylpyridin-4-yl)-2-chlorophenyl)-3-(methyl-d3)-1,3-dihydro-2H-imidazol-2-one C(C)(C)(C)N1CCN(CC1)C=1C=C(C=CC1)C1=NC(=CC(=C1O)C1=CC(=C(C=C1)N1C(N(C=C1)C([2H])([2H])[2H])=O)Cl)C